methyl 2-(4-(2-(isobutyryloxy) ethyl)phenyl)-2-methylpropanoate C(C(C)C)(=O)OCCC1=CC=C(C=C1)C(C(=O)OC)(C)C